Bicyclo[3.1.0]hex-6-yl(4-((4-(3-((2-((1S)-1-((tetrahydro-2H-pyran-2-yl)oxy)ethyl)-1H-imidazol-1-yl)methyl)isoxazol-5-yl)phenyl)ethynyl)-3,6-dihydropyridin-1(2H)-yl)methanone C12CCCC2C1C(=O)N1CCC(=CC1)C#CC1=CC=C(C=C1)C1=CC(=NO1)CN1C(=NC=C1)[C@H](C)OC1OCCCC1